Ethyl 3-[[2-chloro-5-(3,5-dimethyl-2,6-dioxo-4-thioxo-1,3,5-triazinan-1-yl)-4-fluoro-benzoyl]amino]propanoate ClC1=C(C(=O)NCCC(=O)OCC)C=C(C(=C1)F)N1C(N(C(N(C1=O)C)=S)C)=O